tert-butyl-6-((1-(pyridin-2-yl)ethyl)carbamoyl)-3-(4-(trifluoromethyl)phenyl)-6,7-dihydropyrazolo[1,5-a]pyrimidine-4(5H)-carboxylate C(C)(C)(C)OC(=O)N1C=2N(CC(C1)C(NC(C)C1=NC=CC=C1)=O)N=CC2C2=CC=C(C=C2)C(F)(F)F